ClC=1C(=C(C(=CC1)F)C1=NC=2C=NNC2C=2C=NN3CCCN1C23)F 8-(3-chloro-2,6-difluoro-phenyl)-3,4,7,9,13,14-hexazatetracyclo[7.6.1.02,6.013,16]hexadeca-1(16),2(6),4,7,14-pentaene